4,4'-dimethyl[1,1'-biphenyl]-2,2',5,5'-tetraol CC=1C=C(C(=CC1O)C=1C(=CC(=C(C1)O)C)O)O